O=C1NC(CCC1N1C(C2=CC=CC(=C2C1=O)NCCCCCCCCN(C(=O)C1CNC1)C)=O)=O N-(8-[[2-(2,6-dioxopiperidin-3-yl)-1,3-dioxo-2,3-dihydro-1H-isoindol-4-yl]amino]octyl)-N-methylazetidine-3-carboxamide